C(C)(C)OCCOCCOC(C)(C)C 2-[2-(2-isopropoxyethoxy)ethoxy]-2-methyl-propane